(Z)-3-(1,3-Benzodioxol-5-yl)-1-(4-hydroxyphenyl)prop-2-en-1-one O1COC2=C1C=CC(=C2)\C=C/C(=O)C2=CC=C(C=C2)O